N-(1-Acryloylazetidin-3-yl)-2-(((2-hydroxy-5-(pentafluoro-λ6-sulfaneyl)phenyl)amino)methyl)-1-methyl-1H-imidazole-5-carboxamide C(C=C)(=O)N1CC(C1)NC(=O)C1=CN=C(N1C)CNC1=C(C=CC(=C1)S(F)(F)(F)(F)F)O